N-(3,3-difluoropiperidin-4-yl)-2-methyl-5-((1-methyl-1H-imidazol-2-yl)methoxy)benzofuran-3-carboxamide FC1(CNCCC1NC(=O)C1=C(OC2=C1C=C(C=C2)OCC=2N(C=CN2)C)C)F